CC=1C=NC(=NC1)N 5-Methylpyrimidine-2-amine